ClC=1C(=NC=CC1C1=C(C(=CC=C1)NC1=NC=CC(=C1F)CNCCO)Cl)C1=CC(=C(CNCC2CCC(N2)=O)C=C1)OC(F)F 5-(((4-(3-chloro-4-(2-chloro-3-((3-fluoro-4-(((2-hydroxyethyl)amino)methyl)pyridin-2-yl)amino)phenyl)pyridin-2-yl)-2-(difluoromethoxy)benzyl)amino)methyl)pyrrolidin-2-one